3-(5-(6-Amino-3-methylpyridin-2-yl)-4-fluoro-1-oxoisoindolin-2-yl)piperidine-2,6-dione NC1=CC=C(C(=N1)C=1C(=C2CN(C(C2=CC1)=O)C1C(NC(CC1)=O)=O)F)C